CC1=C(OC=2C=NN(C2)CC(C)(O)C)C(=CC=C1)C 1-(4-(2,6-dimethylphenoxy)-1H-pyrazol-1-yl)-2-methylpropan-2-ol